3-[1-(2,6-dichloro-3-fluoro-phenyl)-ethoxy]-5-[4-(1-methyl-piperazin-3-ylmethoxy)-phenyl]-pyridin-2-ylamine ClC1=C(C(=CC=C1F)Cl)C(C)OC=1C(=NC=C(C1)C1=CC=C(C=C1)OCC1CN(CCN1)C)N